methyl 2-(3-((4-(2-(2-aminopyridin-3-yl)-5-phenyl-3H-imidazo[4,5-b]pyridin-3-yl)benzyl)carbamoyl)phenyl)acetate NC1=NC=CC=C1C1=NC=2C(=NC(=CC2)C2=CC=CC=C2)N1C1=CC=C(CNC(=O)C=2C=C(C=CC2)CC(=O)OC)C=C1